dithiobis(benzoxazole) O1C(=NC2=C1C=CC=C2)SSC=2OC1=C(N2)C=CC=C1